C(C)C=COCC1CO1 glycidyl ethyl-vinyl ether